CS(=O)(=O)N1CCC(CC1)CC(=O)OC[C@H]1O[C@@]([C@@H]2OC(O[C@@H]21)(C)C)(C#N)C2=CC=C1C(=NC=NN12)N ((3aR,4R,6R,6aR)-6-(4-aminopyrrolo[2,1-f][1,2,4]triazin-7-yl)-6-cyano-2,2-dimethyltetrahydrofuro[3,4-d][1,3]dioxol-4-yl)methyl 2-(1-(methylsulfonyl)piperidin-4-yl)acetate